FC1=C(C(=CC=C1NS(=O)(=O)C1=CC(=C(C=C1)OC)C)F)C=1C=C2C=NC(=NC2=CC1)NC(C(C)(C)C)=O N-(6-(2,6-difluoro-3-(4-methoxy-3-methylphenylsulfonamido)phenyl)quinazolin-2-yl)pivaloamide